C(=O)O.C(=O)O.COC=1C=C(C=C2CN(C(C12)=O)C1C(NC(CC1)=O)=O)N1CCNCC1 3-(7-Methoxy-1-oxo-5-(piperazin-1-yl)isoindolin-2-yl)piperidine-2,6-dione, bisformate salt